C1(=CC=CC=C1)C(C1=CC=CC=C1)=NC(C(=O)OCC)CCC(F)(F)F Ethyl 2-(diphenylmethyleneamino)-5,5,5-trifluoro-pentanoate